C(C)(=O)O[C@@H](C=O)[C@@H](OC(C)=O)[C@@H](OC(C)=O)[C@H](O)COC(C)=O 2,3,4,6-tetra-O-acetylgalactose